CC(CO)(C)C 2,2-dimethylpropanol